3-methoxy-1-(4-(trifluoromethyl)phenyl)-1H-benzo[g]indazol-5-ol COC1=NN(C2=C3C(=C(C=C12)O)C=CC=C3)C3=CC=C(C=C3)C(F)(F)F